(2-sulfamoyl-4-pyridyl)-2-thiomorpholinyl-5-(trifluoromethyl)pyridine-3-carboxamide S(N)(=O)(=O)C1=NC=CC(=C1)C1=C(C(=NC=C1C(F)(F)F)N1CCSCC1)C(=O)N